C(CCCCC)OCCCCCCCCNC1=C(C=NC=C1)N N4-[8-(Hexyloxy)octyl]pyridine-3,4-diamine